O[C@H](C(=O)N1CSC([C@H]1C(=O)NCC1=C(C=CC=C1)C)(C)C)[C@H](CC1=CC=CC=C1)NC(C1=C(C(=CC=C1)O)C)=O 3-(2(S)-hydroxy-3(S)-(3-hydroxy-2-methylbenzoylamino)-4-phenylbutyryl)-5,5-dimethyl-N-(2-methylbenzyl)thiazolidine-4(R)-carboxamide